FC1=C(CCNC(=O)C2=C(N=CS2)NC(C2=NC(=C(C=C2)O)C(F)(F)F)=O)C=CC=C1 N-(2-fluorophenethyl)-4-(5-hydroxy-6-(trifluoromethyl)picolinamido)thiazole-5-carboxamide